3-bromo-5-(5-(6-methylpyridin-2-yl)-1-(tetrahydro-2H-pyran-2-yl)-1H-pyrazol-4-yl)-1H-indazole BrC1=NNC2=CC=C(C=C12)C=1C=NN(C1C1=NC(=CC=C1)C)C1OCCCC1